{1-{1-{3-Fluoro-2-(trifluoromethyl)isonicotinoyl}piperidin-4-yl}-3-[4-(7H-pyrrolo[2,3-d]pyrimidin-4-yl)-1H-pyrazol-1-yl]azetidin-3-yl}acetonitrile FC1=C(C(=O)N2CCC(CC2)N2CC(C2)(N2N=CC(=C2)C=2C3=C(N=CN2)NC=C3)CC#N)C=CN=C1C(F)(F)F